N1CCC(CC1)OC1=CC=C(C=C1)[C@@H]1C(NC(CC1)=O)=O |r| rac-(R)-3-(4-(piperidin-4-yloxy)phenyl)piperidine-2,6-dione